ClC1=C(OCCCSCC2=NNC(O2)=O)C(=CC(=C1)Cl)Cl 5-[(2,4,6-Trichlorophenoxypropylthio)methyl]-1,3,4-oxadiazol-2(3H)-one